O[C@@]1(CC[C@@H]2[C@H]3CC[C@]4([C@H]([C@@H]3CC[C@@H]2C1)C[C@H]4C(=O)NC4=CC=CC=C4)C)COC (1R,2aS,2bR,4aR,6R,8aS,8bR,10aS)-6-hydroxy-6-(methoxymethyl)-10a-methyl-N-phenylhexadecahydrocyclobuta[a]phenanthrene-1-carboxamide